C(CCC)C1=C(C(=C(C=C1)NC(=O)N)CCCC)CCCC N-(tributylphenyl)urea